phthalimido alcohol C1(C=2C(C(N1O)=O)=CC=CC2)=O